2-((3,5-dicyano-4-ethyl-6-(4-(2-hydroxyethyl)-1,4-diazepan-1-yl)pyridin-2-yl)thio)-2-phenylacetamide C(#N)C=1C(=NC(=C(C1CC)C#N)N1CCN(CCC1)CCO)SC(C(=O)N)C1=CC=CC=C1